CC1=CC2=C(N=C(S2)SSC=2SC3=C(N2)C=CC(=C3)C)C=C1 di(6-methylbenzothiazolyl) disulfide